CN(C1(CCC2(CN(C(N2)=O)C2=C3CC(NC3=CC=C2)=O)CC1)C1=CC=CC=C1)C cis-8-di-methylamino-3-(2-oxo-1,3-dihydro-indol-4-yl)-8-phenyl-1,3-diazaspiro[4.5]decan-2-one